FC1=C(OP(=O)(OC2=CC=CC=C2)N[C@@H](C)C(=O)O)C(=C(C(=C1F)F)F)F ((perfluorophenoxy)-(phenoxy)phosphoryl)-L-alanine